O=C(CC)N1CC2(C1)CCNCC2 3-oxo-3-(2,7-diazaspiro[3.5]nonan-2-yl)propan